C(C)OC(=O)C(C(=O)C1=C(C(=O)O)C=CC=C1)CCC 2-(2-(ethoxycarbonyl)valeryl)benzoic acid